FC(C1=C(C=CC2=C1B(OC2)O)C(=O)N[C@@H](C(C)C)C(=O)OCC2=CC=CC=C2)F Benzyl (7-(difluoromethyl)-1-hydroxy-1,3-dihydrobenzo[c][1,2]oxaborole-6-carbonyl)-L-valinate